ClC1=C(C=CC(=C1)F)CC(=O)NC1=CC(=NC=C1)N(C(C)=O)C1=CC(=CC(=C1)OC)F N-{4-[2-(2-chloro-4-fluorophenyl)acetylamino]pyridin-2-yl}-N-(3-fluoro-5-methoxyphenyl)acetamide